FC=1C(=C(C(=O)OCC)C=C(C1)NC(=O)C1(CC1)C1=C(C=C(C=C1)C(F)(F)F)F)C=1C=NN(C1)C(C)C Ethyl 3-fluoro-5-[({1-[2-fluoro-4-(trifluoromethyl) phenyl]cyclopropyl} carbonyl)amino]-2-(1-isopropyl-1H-pyrazol-4-yl)benzoate